2-[(2E)-2-(aminomethyl)-3-fluoroprop-2-en-1-yl]-4-[2-methyl-4'-(1,2-oxazol-3-yl)biphenyl-3-yl]-2,4-dihydro-3H-1,2,4-triazol-3-one NC/C(/CN1N=CN(C1=O)C=1C(=C(C=CC1)C1=CC=C(C=C1)C1=NOC=C1)C)=C\F